4-(N-pentylamino)benzoic acid C(CCCC)NC1=CC=C(C(=O)O)C=C1